OCCOCCNC(=O)C1=CC2=C(N(C(=N2)NC=2SC=3C(=NC=CN3)N2)C)C=C1 N-(2-(2-hydroxyethoxy)-ethyl)-1-methyl-2-(thiazolo[4,5-b]pyrazin-2-ylamino)-1H-benzo-[d]imidazole-5-carboxamide